CC(CCC(CO)C(C)C)C 5-methyl-2-isopropyl-1-hexanol